The molecule is conjugate base of chenodeoxycholic acid; major species at pH 7.3. It has a role as a human metabolite. It is a bile acid anion and a cholanic acid anion. It is a conjugate base of a chenodeoxycholic acid. C[C@H](CCC(=O)[O-])[C@H]1CC[C@@H]2[C@@]1(CC[C@H]3[C@H]2[C@@H](C[C@H]4[C@@]3(CC[C@H](C4)O)C)O)C